COP(O)(=O)C(CCCC)(CCCC)CCCC tributylmethylphosphonic acid methyl ester